1-(3-bromophenyl)pyrrolidine BrC=1C=C(C=CC1)N1CCCC1